isobutyric acid octyl ester C(CCCCCCC)OC(C(C)C)=O